6-(4-(2-Fluoro-5-((4-oxo-7-(3,3,3-trifluoroprop-1-ynyl)-3,4-dihydrophthalazin-1-yl)methyl)benzoyl)piperazin-1-yl)nicotinonitrile FC1=C(C(=O)N2CCN(CC2)C2=NC=C(C#N)C=C2)C=C(C=C1)CC1=NNC(C2=CC=C(C=C12)C#CC(F)(F)F)=O